(R-2S)-2-[6-[2-(2-aminopyrimidin-5-yl)ethynyl]-1-oxo-isoindolin-2-yl]-2-(5-fluoro-2-hydroxy-phenyl)-N-thiazol-2-yl-acetamide NC1=NC=C(C=N1)C#CC1=CC=C2CN(C(C2=C1)=O)[C@H](C(=O)NC=1SC=CN1)C1=C(C=CC(=C1)F)O